3-pyrrolidinyl-4-chloropyridine N1(CCCC1)C=1C=NC=CC1Cl